(E)-N-(2-methylsulfanylethyl)-3-(p-tolyl)-N-(2-pyridinyl)prop-2-enamide CSCCN(C(\C=C\C1=CC=C(C=C1)C)=O)C1=NC=CC=C1